C(C)OC(CS(=O)(=O)CC(CCCC(C(=O)NN(C(=O)OCC1=CC=CC=C1)C)(COC1OCCCC1)C1=CC(=CC=C1)CCC(=O)OCC)(C)C)=O Benzyl 2-(7-((2-ethoxy-2-oxoethyl)sulfonyl)-2-(3-(3-ethoxy-3-oxopropyl)phenyl)-6,6-dimethyl-2-(((tetrahydro-2H-pyran-2-yl)oxy)methyl)heptanoyl)-1-methylhydrazine-1-carboxylate